COC1=CC=C2C(CCN(C2=C1)S(=O)(=O)C1=CC=C(C=C1)C)=O 7-methoxy-1-(p-tolylsulfonyl)-2,3-dihydroquinolin-4-one